C(C)(C)(C)OC(=O)N1CCC(=CC1)C1=CC=C2C3=C(NC2=C1)N=CN=C3C3=CC(=C(C=C3)CNC(=O)OCC3=CC=CC=C3)C.ClC(F)(Cl)Cl trichloromonofluoromethane tert-butyl-4-(4-(4-((((benzyloxy)carbonyl)amino)methyl)-3-methylphenyl)-9H-pyrimido[4,5-b]indol-7-yl)-3,6-dihydropyridine-1(2H)-carboxylate